CN(C)\C=N\C(C1=NC=C(C=C1C)F)=O (E)-N-((dimethylamino)methylene)-5-fluoro-3-methylpicolinamide